NCC(=O)NC1CCC(CC1)NC1=C(C(=O)N)C=CC(=C1)N1N=C(C=2C(CC(CC12)(C)C)=O)C(F)(F)F 2-(((1r,4r)-4-(2-aminoacetylamino)cyclohexyl)amino)-4-(6,6-dimethyl-4-oxo-3-(trifluoromethyl)-4,5,6,7-tetrahydro-1H-indazol-1-yl)benzamide